NC=1C(=NC(=C(N1)C=1OC=CN1)C=1C=CC=2N(C1)C(=CN2)C)C(=O)NCC2=NC(=CC=C2)C2CCN(CC2)C 3-amino-6-(3-methylimidazo[1,2-a]pyridin-6-yl)-N-((6-(1-methylpiperidin-4-yl)pyridin-2-yl)methyl)-5-(oxazol-2-yl)pyrazine-2-carboxamide